CN1N=CC(=C1)CN1CCN(CC1)C1=CC=C(C=C1)B1OC(C(O1)(C)C)(C)C 1-((1-methyl-1H-pyrazol-4-yl)methyl)-4-(4-(4,4,5,5-tetramethyl-1,3,2-dioxaborolan-2-yl)phenyl)piperazine